C(#N)/C=C/C(=O)NC1=NC=C(C(=C1)\C=C\[C@@H]1CC[C@H](CC1)C(F)(F)F)OC (E)-3-Cyano-N-(5-methoxy-4-((E)-2-(trans-4-(trifluoromethyl)cyclohexyl)vinyl)pyridin-2-yl)acrylamide